{3,5-dichloro-4-[4-hydroxy-3-(propan-2-yl)phenoxy]phenyl}acetic acid ClC=1C=C(C=C(C1OC1=CC(=C(C=C1)O)C(C)C)Cl)CC(=O)O